2-dimethylamino-3-methyl-5-(5-fluoropyridin-3-yl)pyrazine (3S,4S)-tert-butyl-3-(2-(((benzyloxy)carbonyl)amino)-4-(methylthio)butanamido)-4-phenylpiperidine-1-carboxylate C(C)(C)(C)OC(=O)N1C[C@H]([C@@H](CC1)C1=CC=CC=C1)NC(C(CCSC)NC(=O)OCC1=CC=CC=C1)=O.CN(C1=NC=C(N=C1C)C=1C=NC=C(C1)F)C